FC=1C=C(C=CC1C(=O)OC)N1[C@@H](CN(CC1)C(=O)OC(C)(C)C)C (R)-tert-butyl 4-(3-fluoro-4-(methoxycarbonyl)phenyl)-3-methylpiperazine-1-carboxylate